(1S,2S,5R)-1-hydroxy-N-[2-(1H-indol-3-yl)-2-oxo-ethyl]-2-isopropyl-5-methyl-cyclohexanecarboxamide O[C@@]1([C@@H](CC[C@H](C1)C)C(C)C)C(=O)NCC(=O)C1=CNC2=CC=CC=C12